C1(=CC=CC=C1)N(C1=CC=C(C=C1)C(C#N)(C)C)C1=CC=CC=C1 2-[p-(diphenylamino)phenyl]-2-methylpropanenitrile